(M)-tert-Butyl 4-(6,7-dichloro-3-cyano-1-(2,4-diisopropylpyridin-3-yl)-2-oxo-1,2-dihydro-1,8-naphthyridin-4-yl)piperazine-1-carboxylate ClC=1C=C2C(=C(C(N(C2=NC1Cl)C=1C(=NC=CC1C(C)C)C(C)C)=O)C#N)N1CCN(CC1)C(=O)OC(C)(C)C